3-fluoro-5-(3,4,5-trimethoxyphenyl)-2-hydrazinopyridine FC=1C(=NC=C(C1)C1=CC(=C(C(=C1)OC)OC)OC)NN